4-(2-((1S,3S)-3-(hydroxymethyl)cyclohexyl)ethyl)benzonitrile OC[C@@H]1C[C@@H](CCC1)CCC1=CC=C(C#N)C=C1